1-(5-(5-chloro-2-methoxypyridin-4-yl)-1H-pyrazole-3-carbonyl)-N-((3-chloro-5-(trifluoromethyl)pyridin-2-yl)methyl)piperidine-4-carboxamide ClC=1C(=CC(=NC1)OC)C1=CC(=NN1)C(=O)N1CCC(CC1)C(=O)NCC1=NC=C(C=C1Cl)C(F)(F)F